3-hydroxy-3,3-diphenyl-2-propanal OC(C(C)=O)(C1=CC=CC=C1)C1=CC=CC=C1